methyl (6-(5-chloro-6-fluoro-7-(isopropylamino)-1H-indazol-4-yl)imidazo[1,2-a]pyrazin-2-yl)carbamate ClC=1C(=C2C=NNC2=C(C1F)NC(C)C)C=1N=CC=2N(C1)C=C(N2)NC(OC)=O